COC(=O)C1(CCN(CC1)C(=O)OC(C)(C)C)C(CSCC1=CC=CC=C1)O 4-(2-(benzylthio)-1-hydroxyethyl)piperidine-1,4-dicarboxylic acid 1-tert-butyl ester 4-methyl ester